ethyl 7-acetyl-2-methoxyquinoline-3-carboxylate C(C)(=O)C1=CC=C2C=C(C(=NC2=C1)OC)C(=O)OCC